C1(CCCC1)P(OC)(OC1=C(C(=CC(=C1)CCCCC)OP(OC)(=O)C1CCCC1)C1C(CCC(=C1)C)C(=C)C)=O dimethyl (5'-methyl-4-pentyl-2'-(prop-1-en-2-yl)-1',2',3',4'-tetrahydro-[1,1'-biphenyl]-2,6-diyl) bis(cyclopentylphosphonate)